C(#C)[C@@]1([C@@H](O[C@@]([C@H]1O)(CO)F)N1C=NC=2C(=O)NC(N)=NC12)F (2'R)-2'-Deoxy-2'-ethynyl-2'-fluoro-4'-C-fluoroguanosine